C(C)(C)(C)C=1C=C(C=C(C1O)C(C)(C)C)CCC(=O)OCC(COC(CCC1=CC(=C(C(=C1)C(C)(C)C)O)C(C)(C)C)=O)(COC(CCC1=CC(=C(C(=C1)C(C)(C)C)O)C(C)(C)C)=O)COC(CCC1=CC(=C(C(=C1)C(C)(C)C)O)C(C)(C)C)=O pentaerythritol tetrakis[3-[3,5-di-tert-butyl-4-hydroxyphenyl]propionate]